5-chloro-3,3-dimethyl-2-(5,6,7,8-tetraphenyl-1-isoquinolyl)isoindol-1-one ClC=1C=C2C(N(C(C2=CC1)=O)C1=NC=CC2=C(C(=C(C(=C12)C1=CC=CC=C1)C1=CC=CC=C1)C1=CC=CC=C1)C1=CC=CC=C1)(C)C